8-acetyl-3,6-dimethyl-2-(2-pyridyl)quinazolin-4-one C(C)(=O)C=1C=C(C=C2C(N(C(=NC12)C1=NC=CC=C1)C)=O)C